N(C(=O)N)C(C(=O)O)(C)F ureido-2-fluoropropionic acid